3-(1-cyclobutylpyrazol-3-yl)-4-[4-(trifluoromethyl)piperidine-1-carbonyl]benzonitrile C1(CCC1)N1N=C(C=C1)C=1C=C(C#N)C=CC1C(=O)N1CCC(CC1)C(F)(F)F